1-(2-((1S,3aS,3bR,5aS,7R,10aS,10bS,12aS)-7-hydroxy-7,10a,12a-trimethyloctadecahydrocyclohepta[a]cyclopenta[f]naphthalen-1-yl)-2-oxoethyl)-1H-pyrazole-4-carbonitrile O[C@]1(C[C@H]2[C@@]([C@H]3CC[C@]4([C@H]([C@@H]3CC2)CC[C@@H]4C(CN4N=CC(=C4)C#N)=O)C)(CCC1)C)C